ClC1=C(C=C2C(=N1)C=C(N2COCC[Si](C)(C)C)CO)F (5-chloro-6-fluoro-1-((2-(trimethylsilyl)ethoxy)methyl)-1H-pyrrolo[3,2-b]pyridin-2-yl)methanol